2,5-dibromo-3,6-dichloropyrazine BrC1=NC(=C(N=C1Cl)Br)Cl